4-hydroxyphenazine-1-carboxylic acid OC1=CC=C(C2=NC3=CC=CC=C3N=C12)C(=O)O